N-[[6,7-dichloro-4-(cyanomethoxy)-3-(1-tetrahydropyran-2-ylpyrazol-4-yl)-1H-indol-2-yl]methyl]acetamide ClC1=CC(=C2C(=C(NC2=C1Cl)CNC(C)=O)C=1C=NN(C1)C1OCCCC1)OCC#N